6-(4-fluorophenyl)-8-iodoquinazolin-4(3H)-one FC1=CC=C(C=C1)C=1C=C2C(NC=NC2=C(C1)I)=O